C(C)(=O)O[C@@]1([C@H](O[C@H]([C@@H]1OC(C)=O)N1C2=NC(=NC(=C2N=C1)NC(C)C)Cl)COC(C(=O)OCC)(CC1=CC=C(C=C1)N)C=1N=CSC1)C#C (2R,3R,4R,5R)-2-(((3-(4-aminophenyl)-1-ethoxy-1-oxo-2-(thiazol-4-yl)propan-2-yl)oxy)methyl)-5-(2-chloro-6-(isopropylamino)-9H-purin-9-yl)-3-ethynyltetrahydrofuran-3,4-diyl diacetate